1-(4-(1-(2,6-dichlorophenyl)azetidin-3-yl)-2,6-dimethylbenzyl)-pyrrolidine-3-carboxylic acid ClC1=C(C(=CC=C1)Cl)N1CC(C1)C1=CC(=C(CN2CC(CC2)C(=O)O)C(=C1)C)C